2-[ethyl-(2-hydroxyethyl)amino]ethanol C(C)N(CCO)CCO